FC1=C(C=C(OC2=C(N=NN2)C(=O)O)C=C1)C#CC1=CC(=CC=C1)S(=O)(=O)C 5-(4-Fluoro-3-(2-(3-(methylsulfonyl)phenyl)ethynyl)phenoxy)-1H-1,2,3-triazole-4-carboxylic acid